C1(=CC=CC=C1)[C@H]1OC2=C(CNC1)C=CC(=C2)C(=O)OC Methyl (R)-2-phenyl-2,3,4,5-tetrahydrobenzo[f][1,4]oxazepine-8-carboxylate